4-(4-chloro-2-methylphenyl)-N-(1-methylpiperidin-3-yl)phthalazin-1-amine ClC1=CC(=C(C=C1)C1=NN=C(C2=CC=CC=C12)NC1CN(CCC1)C)C